FC=1C(=CC(=C(C(=O)NC2=C(C=CC=C2)C)C1)O[C@H](C(F)(F)F)C)C1=NN(C(=N1)C(C)O)C 5-Fluoro-4-(5-(1-hydroxyethyl)-1-methyl-1H-1,2,4-triazol-3-yl)-N-(o-tolyl)-2-(((S)-1,1,1-trifluoropropan-2-yl)oxy)benzamide